(S)-2,7-dimethyl-N-((R)-1-(2-methyl-3-(trifluoromethyl)phenyl)ethyl)-7,8,10,11-tetrahydro-[1,4,7]trioxonino[2,3-g]quinazolin-4-amine CC1=NC2=CC3=C(C=C2C(=N1)N[C@H](C)C1=C(C(=CC=C1)C(F)(F)F)C)O[C@H](COCCO3)C